(R)-N-(2,2'-dichloro-3'-((3-((3-hydroxypyrrolidin-1-yl)methyl)-1,7-naphthyridin-8-yl)amino)-[1,1'-biphenyl]-3-yl)-1-methyl-4,5,6,7-tetrahydro-1H-imidazo[4,5-c]pyridine-2-carboxamide ClC1=C(C=CC=C1NC(=O)C=1N(C2=C(CNCC2)N1)C)C1=C(C(=CC=C1)NC=1N=CC=C2C=C(C=NC12)CN1C[C@@H](CC1)O)Cl